CCCCCCCCCCC[C@H](CC(=O)N[C@@H]1[C@H]([C@@H]([C@H](O[C@@H]1OP(=O)([O-])[O-])CO)O)OC(=O)C[C@@H](CCCCCCCCCCC)O)O The molecule is dianion of lipid X arising from deprotonation of the phosphate OH groups; major species at pH 7.3. It is an organophosphate oxoanion and a 2,3-diacyl-alpha-D-glucosaminyl 1-phosphate. It is a conjugate base of a lipid X.